FC(C=1C=C2C(=NC(=NC2=CC1)N1CCS(C2=C(C1)C=CC=C2)(=O)=O)NCC2(COC2)NC(OCC2=CC=C(C=C2)OC)=O)F 4-Methoxybenzyl (3-(((6-(difluoromethyl)-2-(1,1-dioxido-2,3-dihydrobenzo[f][1,4]-thiazepin-4(5H)-yl)quinazolin-4-yl)amino)methyl)oxetan-3-yl)carbamate